4-(aminomethyl)-6-(6-fluoro-2-methylimidazo[1,2-a]pyridin-3-yl)phthalazin-1(2H)-one NCC1=NNC(C2=CC=C(C=C12)C1=C(N=C2N1C=C(C=C2)F)C)=O